ClC1=CC=NC2=C(C(=CC=C12)S(=O)(=O)[O-])O.[K+] potassium 4-chloro-8-hydroxyquinoline-7-sulfonate